N1C=CC=2C1=NC=C(C2)OC2=C(C(=O)NS(=O)(=O)C1=CC(=C(C=C1)NCC1CCC(CC1)(C)O)[N+](=O)[O-])C=CC(=C2)N2CCC1(CC(C1)=O)CC2 2-((1H-pyrrolo[2,3-b]pyridin-5-yl)oxy)-N-((4-((((1r,4r)-4-hydroxy-4-methylcyclohexyl)methyl)amino)-3-nitrophenyl)sulfonyl)-4-(2-oxo-7-azaspiro[3.5]nonan-7-yl)benzamide